ClC=1C=C(C=CC1Cl)NC(=O)[C@H]1[C@H]2C[C@H]([C@@H]([C@@H]1C1=CC(=NC=C1)C)O2)F |r| Racemic-(1r,2r,3s,4r,5r)-N-(3,4-dichlorophenyl)-5-fluoro-3-(2-methylpyridin-4-yl)-7-oxabicyclo[2.2.1]heptane-2-carboxamide